(S)-cysteine ethyl ester hydrochloride Cl.C(C)OC([C@H](N)CS)=O